FC(OC1=C(C=C(C=C1)C=1CCSC2=C(C1C=1C=NC(=CC1)O[C@@H]1CN(CC1)CCCF)C=CC(=C2)O)F)F 4-[4-(Difluoromethoxy)-3-fluorophenyl]-5-[6-[(3S)-1-(3-fluoropropyl)pyrrolidin-3-yl]oxy-3-pyridyl]-2,3-dihydro-1-benzothiepin-8-ol